4-oxo-2,8,11,14,17,20,23,26,29,32,35,38,41,44,47,50,53,56,59,62,65,68,71,74,77-pentacosaoxa-5-azaoctacontan-80-oic acid O=C(COC)NCCOCCOCCOCCOCCOCCOCCOCCOCCOCCOCCOCCOCCOCCOCCOCCOCCOCCOCCOCCOCCOCCOCCOCCOCCC(=O)O